C1(CCCC1)C1=NOC(=N1)[C@@H]1C([C@H]1C1=CC=C(C=C1)S(=O)(=O)N)(C)C 4-[(1S,3S)-3-(3-cyclopentyl-1,2,4-oxadiazol-5-yl)-2,2-dimethylcyclopropyl]benzenesulfonamide